tert-butyl 4-(2-((4,4-dimethoxybutyl)(2-(2,6-dioxopiperidin-3-yl)-1,3-dioxoisoindolin-4-yl)amino)ethyl)piperidine-1-carboxylate COC(CCCN(CCC1CCN(CC1)C(=O)OC(C)(C)C)C1=C2C(N(C(C2=CC=C1)=O)C1C(NC(CC1)=O)=O)=O)OC